OCCCC(=O)C1CCC(CC1)C=1C=C2C(=NC(=NC2=CC1OC)C)N[C@H](C)C=1C=C(C=C(C1)C(F)(F)F)C(=O)OC(C)(C)C tert-butyl (3-((R)-1-((6-((1R,4R)-4-((2-hydroxyethyl) (methyl) carbonyl) cyclohexyl)-7-methoxy-2-methylquinazolin-4-yl) amino) ethyl)-5-(trifluoromethyl) phenyl)carboxylate